racemic-anti-4-(((4-(4-(trifluoromethyl)phenyl)phthalazin-1-yl)amino)methyl)tetrahydro-2H-pyran-3,4-diol FC(C1=CC=C(C=C1)C1=NN=C(C2=CC=CC=C12)NCC1(C(COCC1)O)O)(F)F